3,4-dihydro-carbazole-9-ethanol C1=CCCC=2C3=CC=CC=C3N(C12)CCO